[Cl-].C(C1=CC=CC=C1)NC(CC(=C)[N+](CCCCCCCCCCCCCCCC)(C)C)=O N-(4-(benzylamino)-4-oxobut-1-en-2-yl)-N,N-dimethylhexadecan-1-aminium chloride